monomesylethylsulfide S(=O)(=O)(C)CCSCCS(=O)(=O)C